(4-(((2-(2,6-dioxopiperidin-3-yl)-1-oxoisoindolin-4-yl)amino)methyl)cyclohexyl)benzamide O=C1NC(CCC1N1C(C2=CC=CC(=C2C1)NCC1CCC(CC1)C1=C(C(=O)N)C=CC=C1)=O)=O